N1C=2N(C=C1)C=CN2 1H-imidazo[1,2-a]imidazole